indole-3-Acetic acid N1C=C(C2=CC=CC=C12)CC(=O)O